C(CCCCCCC)OC(\C=C\C1=CC(O)=C(O)C=C1)=O Caffeic acid octyl ester